2-methyl-6-(morpholine-4-carbonyl)quinoline-4-carboxamide CC1=NC2=CC=C(C=C2C(=C1)C(=O)N)C(=O)N1CCOCC1